6-chloro-4-[4-nitro-2-(2-trimethylsilylethoxymethyl)pyrazol-3-yl]pyridin-3-amine ClC1=CC(=C(C=N1)N)C=1N(N=CC1[N+](=O)[O-])COCC[Si](C)(C)C